BrC1=CC=C2C(NC(NC2=C1F)=O)=O 7-bromo-8-fluoro-1,2,3,4-tetrahydroquinazoline-2,4-dione